(2R,4S)-N-((S)-1-(((6-Amino-2-methylpyridin-3-yl)methyl)amino)-1-oxopropan-2-yl)-4-(4-bromo-3-chlorobenzyl)pyrrolidine-2-carboxamide di-trifluoroacetate salt FC(C(=O)O)(F)F.FC(C(=O)O)(F)F.NC1=CC=C(C(=N1)C)CNC([C@H](C)NC(=O)[C@@H]1NC[C@H](C1)CC1=CC(=C(C=C1)Br)Cl)=O